1-[4-(Azetidin-3-yl)phenyl]-3,5-diisopropyl-pyrazole N1CC(C1)C1=CC=C(C=C1)N1N=C(C=C1C(C)C)C(C)C